C(CCCCCCCCCCCCCCC)(=O)O.N(CCO)CCO diethanolamine hexadecanoate